FCOC=1C=CC(=NC1)C#CC1=C2C=C(N=CC2=C(N=C1)NC)C1(CC1)C(=O)N (5-((5-(fluoromethoxy)pyridin-2-yl)ethynyl)-8-(methylamino)-2,7-naphthyridin-3-yl)cyclopropanecarboxamide